3-[(4-cyano-2-fluoro-phenyl)methoxy]pyrazole-1-carboxylic acid tert-butyl ester C(C)(C)(C)OC(=O)N1N=C(C=C1)OCC1=C(C=C(C=C1)C#N)F